Cl.ClC1=CC=C(C=C1)C(N1[C@@H](CNCC1)C(C)C)C1=CC=C(C=C1)Cl (R)-1-(bis(4-chlorophenyl)methyl)-2-isopropylpiperazine HCl